C(C)C(C(=O)O)CCCCCC.C(CCCCCCC)(=O)OCC ethyl caprylate (ETHYL CAPRYLATE)